F[B-](F)(F)F.CN(C)C(N(C)C)=[N+]1N=[N+](C2=NC=CC=C21)[O-] [bis(dimethylamino)methylene]-1H-1,2,3-triazolo[4,5-b]pyridinium 3-oxide tetrafluoroborate